4-((1R,5S)-3,8-diazabicyclo[3.2.1]octan-3-yl)-2-((2-ethylidenetetrahydro-1H-pyrrolizin-7a(5H)-yl)methoxy)-7-(8-ethynyl-7-fluoronaphthalen-1-yl)-8-fluoropyrido[4,3-d]-pyrimidine [C@H]12CN(C[C@H](CC1)N2)C=2C1=C(N=C(N2)OCC23CCCN3CC(C2)=CC)C(=C(N=C1)C1=CC=CC2=CC=C(C(=C12)C#C)F)F